(S)-2-(tert-butoxycarbonylamino)-4,4-dimethylpentanoic acid C(C)(C)(C)OC(=O)N[C@H](C(=O)O)CC(C)(C)C